N,N-dimethyl-9-deceneamide CN(C(CCCCCCCC=C)=O)C